C(C=C)(=O)N1C[C@@H](N(CC1)C1=NC(N2C3=C(C(=C(C=C13)C(F)(F)F)C1=C(C=C(C=C1)F)F)SCC(C2)OC)=O)C 8-((s)-4-acryloyl-2-methylpiperazin-1-yl)-11-(2,4-difluorophenyl)-3-methoxy-10-(trifluoromethyl)-3,4-dihydro-2H,6H-[1,4]thiazepino[2,3,4-ij]quinazolin-6-one